C(C)(C)(C)C=1C(=NC=C(C1NC(CC1=C(C=CC(=C1)Cl)O)=O)Cl)C(=O)N tert-butyl-5-chloro-4-[[2-(5-chloro-2-hydroxy-phenyl)acetyl]amino]pyridine-2-carboxamide